OC1=C(C(=CC(=C1)OC)OC)CC=CC1=CC=CC=C1 (2-hydroxy-4,6-dimethoxyphenyl)-3-phenylprop-2-en